O=C1C2(CCCN(C2)C2=CC=C(C=N2)C(=O)OC(C)(C)C)CCCC(N1)=O tert-Butyl 6-(7,9-dioxo-2,8-diazaspiro[5.6]dodecan-2-yl)pyridine-3-carboxylate